C(C)(=O)N[C@H](C(=O)N1[C@@H]([C@H]2C([C@H]2C1)(C)C)C(=O)NC(C=1C=NC=C(C1)C1=NC(=NO1)C)C#N)C(C)(C)C (1R,2S,5S)-3-((S)-2-acetamido-3,3-dimethylbutyryl)-N-(cyano(5-(3-methyl-1,2,4-oxadiazol-5-yl)pyridin-3-yl)methyl)-6,6-dimethyl-3-azabicyclo[3.1.0]hexane-2-carboxamide